C(C)C1=C(C=CC(=N1)N1C(N(C2(C1)CCN(CC2)CCO)CC2=C(C(=CC=C2)F)C)=O)C=2C=NNC2 3-(6-ethyl-5-(1H-pyrazol-4-yl)pyridin-2-yl)-1-(3-fluoro-2-methylbenzyl)-8-(2-hydroxyethyl)-1,3,8-triazaspiro[4.5]decan-2-one